C(C)N1C(=NN(C1=O)C1N(C(C2=CC=CC=C2C1C(C(F)(F)F)C)=O)C1=C(C=CC=C1)F)CO (4-Ethyl-3-(hydroxymethyl)-5-oxo-4,5-dihydro-1H-1,2,4-triazol-1-yl)-2-(2-fluorophenyl)-4-(1,1,1-trifluoropropan-2-yl)-3,4-dihydroisoquinolin-1(2H)-one